2-(3-(2-((1,5-dimethyl-1H-pyrazol-3-yl)amino)-5-methylpyrimidin-4-yl)-1H-indol-7-yl)-7-iodoisoindolin-1-one CN1N=C(C=C1C)NC1=NC=C(C(=N1)C1=CNC2=C(C=CC=C12)N1C(C2=C(C=CC=C2C1)I)=O)C